(S)-4-(3-fluorobenzyl)-N-(7-(2-(3-hydroxy-3-methylazetidin-1-yl)ethoxy)-5-methyl-4-oxo-2,3,4,5-tetrahydrobenzo[b][1,4]oxazepin-3-yl)-1H-pyrazole-1-carboxamide FC=1C=C(CC=2C=NN(C2)C(=O)N[C@@H]2C(N(C3=C(OC2)C=CC(=C3)OCCN3CC(C3)(C)O)C)=O)C=CC1